1-(2-(4'-((cyclopropylmethyl)sulfonyl)-[1,1'-biphenyl]-4-yl)propan-2-yl)-3-(3-ethylquinuclidin-3-yl)urea C1(CC1)CS(=O)(=O)C1=CC=C(C=C1)C1=CC=C(C=C1)C(C)(C)NC(=O)NC1(CN2CCC1CC2)CC